3-(2-{4-[4-(2-hydroxyethyl)-piperazin-1-yl]-2-methoxy-phenylamino}-5-trifluoromethyl-pyrimidin-4-ylamino)-thiophene-2-carboxylic acid OCCN1CCN(CC1)C1=CC(=C(C=C1)NC1=NC=C(C(=N1)NC1=C(SC=C1)C(=O)O)C(F)(F)F)OC